(2-isopropyl-3-pyridyl)boronic acid C(C)(C)C1=NC=CC=C1B(O)O